1-acetyl-2-((6-(4-(oxetan-3-yl)-piperazine-1-carbonyl)-[4,8'-biquinolin]-2-yl)methylene)-indolin-3-one C(C)(=O)N1C(C(C2=CC=CC=C12)=O)=CC1=NC2=CC=C(C=C2C(=C1)C=1C=CC=C2C=CC=NC12)C(=O)N1CCN(CC1)C1COC1